2,3-bis(2-methoxy-4-nitro-5-sulfophenyl)-5-[(phenylamino)carbonyl]-2H-tetrazolium COC1=C(C=C(C(=C1)[N+](=O)[O-])S(=O)(=O)O)N1[NH2+]C(=NN1C1=C(C=C(C(=C1)S(=O)(=O)O)[N+](=O)[O-])OC)C(=O)NC1=CC=CC=C1